FC(C(CN1CC2(CC1)CCN(CC2)C=2C1=C(N=C(N2)C2=CC=NC=C2)C=NC=C1OC)(O)C)(F)F 1,1,1-Trifluoro-3-[8-[5-methoxy-2-(4-pyridyl)pyrido[3,4-d]pyrimidin-4-yl]-2,8-diazaspiro[4.5]decan-2-yl]-2-methyl-propan-2-ol